CC(C(=O)Cl)=C([2H])[2H] 2-methyl-3,3-dideuteroacryloyl chloride